3-cyclopropyl-4-(pyrrolidin-3-yl)-1H-pyrazole C1(CC1)C1=NNC=C1C1CNCC1